N1(CCCC1)CC=1C=CC=NC1 5-[(pyrrolidin-1-yl)methyl]pyridin